N-(5-isopropyl-1H-pyrazol-3-yl)-3-methyl-6-((1-methylpiperidin-4-yl)oxy)pyrazin-2-amine C(C)(C)C1=CC(=NN1)NC1=NC(=CN=C1C)OC1CCN(CC1)C